FCCCC#CC=1C(=C2CCC(C2=CC1)N1CC(C1)(O)C)C [5-[2-(3-fluoropropyl)ethynyl]-4-methyl-indan-1-yl]-3-methyl-azetidin-3-ol